C1(CC1)C[C@@H](C(=O)N[C@H](C(=O)OC)CC1=NC=CC=C1)NC(=O)C=1NC2=CC=CC(=C2C1)OC Methyl (2S)-2-[[(2S)-3-cyclopropyl-2-[(4-methoxy-1H-indole-2-carbonyl)amino] propanoyl]amino]-3-(2-pyridyl)propanoate